C1=CC=CC=2C3=CC=CC=C3C3(C12)C1CC2CC(CC3C2)C1 spiro[adamantane-2,9'-fluorene]